C(C)[C@H]1[C@H](CCC1)N1N=CC(=C1)C=1C=2N(C=C(N1)C=1C=NN(C1)C[C@H](CO)O)N=CC2 (R)-3-(4-(4-(1-((1S,2R)-2-ethylcyclopentyl)-1H-pyrazol-4-yl)pyrazolo[1,5-a]pyrazin-6-yl)-1H-pyrazol-1-yl)propane-1,2-diol